tert-butyl 3-(3-chloro-2-methylphenyl)-3-((1-oxo-2-((tetrahydro-2H-pyran-4-yl)methyl)-1,2-dihydroisoquinolin-7-yl)amino)azetidine-1-carboxylate ClC=1C(=C(C=CC1)C1(CN(C1)C(=O)OC(C)(C)C)NC1=CC=C2C=CN(C(C2=C1)=O)CC1CCOCC1)C